CC1=NC(=CC=C1O[C@@H]1C[C@H](CCC1)C(=O)O)C=1N=NN(C1COC1=NOC(=C1)C1=NC=CC=C1)C (1S,3S)-3-((2-methyl-6-(1-methyl-5-(((5-(pyridin-2-yl)isoxazol-3-yl)oxy)methyl)-1H-1,2,3-triazol-4-yl)pyridin-3-yl)oxy)cyclohexane-1-carboxylic acid